(R)-2-((5-amino-8-(2,6-dimethylpyridin-4-yl)-3-oxo-7-phenyl-[1,2,4]triazolo[4,3-c]pyrimidin-2(3H)-yl)methyl)morpholine-4-carboxylic acid tert-butyl ester C(C)(C)(C)OC(=O)N1C[C@@H](OCC1)CN1N=C2N(C(=NC(=C2C2=CC(=NC(=C2)C)C)C2=CC=CC=C2)N)C1=O